fluoro-2-(4-iodo-2-methyl-pyrazol-3-yl)-6-[(1R,2R)-2-methylcyclopropoxy]benzonitrile FC=1C(=C(C#N)C(=CC1)O[C@H]1[C@@H](C1)C)C=1N(N=CC1I)C